C(CCC)(=O)OC(CCC)=O butanoic acid anhydride